1-(3-(7-(difluoromethyl)benzofuran-5-yl)-6-(3-methoxypropyl)pyrazin-2-yl)piperidine-4-carboxylic acid FC(C1=CC(=CC=2C=COC21)C=2C(=NC(=CN2)CCCOC)N2CCC(CC2)C(=O)O)F